4-(tributylstannyl)-1-tritylimidazole C(CCC)[Sn](C=1N=CN(C1)C(C1=CC=CC=C1)(C1=CC=CC=C1)C1=CC=CC=C1)(CCCC)CCCC